CCCCCCCCCCCCCCCCCCC(=O)O[C@H](COCCCCCCCCCCCCCCCC)COP(=O)(O)OC[C@H](CO)O 1-hexadecyl-2-nonadecanoyl-glycero-3-phospho-(1'-sn-glycerol)